platinum (II) acridine C1=CC=CC2=NC3=CC=CC=C3C=C12.[Pt+2]